COC1=C(C=CC=C1)N1N=C(N=C1CC1=CC=C(C(=O)NO)C=C1)C=1SC=CC1 4-[[2-(2-methoxyphenyl)-5-(2-thienyl)-1,2,4-triazol-3-yl]methyl]benzohydroxamic acid